COC1=CC=CC(=N1)NC(=O)NC1=CC(=CC=C1)C(C)SC1=NN=CN1C 1-(6-methoxypyridin-2-yl)-3-(3-(1-((4-methyl-4H-1,2,4-triazol-3-yl)thio)ethyl)phenyl)urea